5'-(3-(Methylsulfonyl)phenyl)-1',2'-dihydrospiro[cyclopropane-1,3'-pyrrolo[2,3-b]pyridine] CS(=O)(=O)C=1C=C(C=CC1)C=1C=C2C(=NC1)NCC21CC1